C(C)C=1C(NC=2C=C(C=NC2C1)CN1CCC(=CC1)C=1C=NC(=CC1)NC(=O)C=1C=NN(C1)C)=O N-(1'-((7-ethyl-6-oxo-5,6-dihydro-1,5-naphthyridin-3-yl)methyl)-1',2',3',6'-tetrahydro-[3,4'-bipyridin]-6-yl)-1-methyl-1H-pyrazole-4-carboxamide